2-chloro-4-((3-cyclopropyl-1-(tetrahydro-2H-pyran-4-yl)-1H-pyrazol-5-yl)oxy)pyridine ClC1=NC=CC(=C1)OC1=CC(=NN1C1CCOCC1)C1CC1